N1,N4-di(naphthalen-2-yl)benzene-1,4-diamine C1=C(C=CC2=CC=CC=C12)NC1=CC=C(C=C1)NC1=CC2=CC=CC=C2C=C1